CN(C(C1=CC=C(C(=O)N(N=O)C)C=C1)=O)N=O N,N'-dimethyl-N,N'-dinitroso-terephthalamide